CN1C=NC2=C1C=NC=C2C2=C(N=C(C(=N2)C(=O)OC)NC2=CC=C(C=C2)N2CCOCC2)C2COC2 methyl 6-(3-methylimidazo[4,5-c]pyridin-7-yl)-3-(4-morpholinoanilino)-5-(oxetan-3-yl)pyrazine-2-carboxylate